OC[C@@H]1N(CC1)C=1C2=C(N(C(N1)=O)C1=C(C=CC=C1)C)N=C(C=C2)C(F)(F)F (R)-4-(2-(hydroxymethyl)azetidin-1-yl)-1-(o-tolyl)-7-(trifluoromethyl)pyrido[2,3-d]pyrimidin-2(1H)-one